2-chloro-5-iodo-N-(1-(4-(5-methyl-3-(trifluoromethyl)-1H-pyrazol-1-yl)phenyl)ethyl)pyrimidin-4-amine ClC1=NC=C(C(=N1)NC(C)C1=CC=C(C=C1)N1N=C(C=C1C)C(F)(F)F)I